CC1(CC1)NC(O[C@H]1C[C@H](CC1)C=1NN=C(C1)NC(CCC1=C(C(=CC=C1)O)C=O)=O)=O (1R,3S)-3-{5-[3-(2-formyl-3-hydroxyphenyl)propanamido]-2H-pyrazol-3-yl}cyclopentyl N-(1-methylcyclopropyl)carbamate